CCCCCCCCCCCCCCCCCC(=O)OC[C@@H]1[C@H]([C@@H]([C@H]([C@H](O1)O[C@]2([C@H]([C@@H]([C@H](O2)COC(=O)CCCCCCCCCCCCCCCCC)O)O)COC(=O)CCCCCCCCCCCCCCCCC)O)O)O Sucrose tristearate